FCCN1C(=NC=2C1=NC(=CC2)C=2C=CN1N=C(N=CC12)NCC1(COC1)F)C 5-(3-(2-fluoroethyl)-2-methyl-3H-imidazo[4,5-b]pyridin-5-yl)-N-((3-fluorooxetan-3-yl)methyl)pyrrolo[2,1-f][1,2,4]triazin-2-amine